2-(4-cyclopropyl-6-methoxypyrimidin-5-yl)-6-(1,3,5-trimethylpyrazol-4-yl)pyrido[2,3-d]pyrimidin-7-one C1(CC1)C1=NC=NC(=C1C=1N=CC=2C(N1)=NC(C(C2)C=2C(=NN(C2C)C)C)=O)OC